N-(4-(2-aminopyrimidin-4-yl)phenyl)-4-chloro-benzamide NC1=NC=CC(=N1)C1=CC=C(C=C1)NC(C1=CC=C(C=C1)Cl)=O